(3'R,4'S,5'R)-6''-chloro-4'-(3-chloro-2-fluorophenyl)-2''-oxo-N-(piperidin-4-yl)dispiro[cyclohexane-1,2'-pyrrolidine-3',3''-indoline]-5'-carboxamide ClC1=CC=C2[C@@]3(C(NC2=C1)=O)C1(N[C@H]([C@@H]3C3=C(C(=CC=C3)Cl)F)C(=O)NC3CCNCC3)CCCCC1